6-(1H-1,2,4-triazol-1-yl)pyridine N1(N=CN=C1)C1=CC=CC=N1